NC1=C(C=CC=C1)C1=C(C=CC=C1)[Pd]Cl [2-(2-Aminophenyl)phenyl]-chloro-palladium